spiro[4.5]dec-2-ene C1C=CCC12CCCCC2